1-(3-Amino-6-(2-hydroxyphenyl)pyridazin-4-yl)piperidin-4-one NC=1N=NC(=CC1N1CCC(CC1)=O)C1=C(C=CC=C1)O